(2S,4r)-1-[(2S)-2-[4-[(4,4-difluoro-1-piperidinyl)methyl]triazol-1-yl]-3,3-dimethyl-butyryl]-4-hydroxy-N-methyl-pyrrolidine-2-carboxamide FC1(CCN(CC1)CC=1N=NN(C1)[C@H](C(=O)N1[C@@H](C[C@H](C1)O)C(=O)NC)C(C)(C)C)F